COC(=O)C1N(CCC2=CC(=C(C=C12)S(=O)(=O)N1CC(NCCC1)=O)OC)C(C1=CC(=C(C=C1)F)F)=O 2-(3,4-difluorobenzoyl)-6-methoxy-7-((3-oxo-1,4-diazepan-1-yl)sulfonyl)-1,2,3,4-tetrahydroisoquinoline-1-carboxylic acid methyl ester